Ethyl (R)-6-Hydroxy-8-Chlorooctanoate O[C@H](CCCCC(=O)OCC)CCCl